ClC1=CC2=C(N(C([C@@H](N=C2C2=CC=CC=C2)C(CC)CC)=O)CCC(=O)O)C=C1 (S)-3-(7-chloro-2-oxo-3-(pent-3-yl)-5-phenyl-2,3-dihydro-1H-benzo[e][1,4]diazepin-1-yl)propionic acid